O1CCOC12CC=C(CC2)C=2CCN(CC2)C(=O)OC(C)(C)C tert-butyl 4-{1,4-dioxaspiro[4.5]dec-7-en-8-yl}-3,6-dihydro-2H-pyridine-1-carboxylate